(2s,3r,5r)-3,5-diethyl-2-propyl-tetrahydropyran C(C)[C@H]1[C@@H](OC[C@@H](C1)CC)CCC